N-(2-(5-(((3R,4S,5R)-3,4-dihydroxy-5-methoxy-6,6-dimethyltetrahydro-2H-pyran-2-yl)oxy)-3'-fluoro-6-hydroxy-[1,1'-biphenyl]-2-yl)ethyl)acetamide O[C@H]1C(OC([C@@H]([C@H]1O)OC)(C)C)OC=1C=CC(=C(C1O)C1=CC(=CC=C1)F)CCNC(C)=O